zinc-titanium cerium [Ce].[Ti].[Zn]